C(C)(CC)N[SiH2]NC(C)CC Di(Sec-ButylAmino)Silane